(3R)-3-(4-Chlorophenyl)-2-[(5-chloropyridin-2-yl)methyl]-4-fluoro-6-(2-hydroxypropan-2-yl)-3-[(3S)-oxolan-3-yloxy]-2,3-dihydro-1H-isoindol-1-on ClC1=CC=C(C=C1)[C@@]1(N(C(C2=CC(=CC(=C12)F)C(C)(C)O)=O)CC1=NC=C(C=C1)Cl)O[C@@H]1COCC1